pentacenolate C1(=CC=CC2=CC3=CC4=CC5=CC=CC=C5C=C4C=C3C=C12)[O-]